2,4-DICHLORO-3-CYANOPHENYLBORONIC ACID ClC1=C(C=CC(=C1C#N)Cl)B(O)O